NC1=NC(=C2N=CN(C2=N1)CC(=O)NC=1N=CNC1)NC1CC1 2-(2-amino-6-(cyclopropylamino)-9H-purin-9-yl)-N-(1H-imidazol-4-yl)acetamide